ClC1=CC(=NC(=N1)S(=O)(=O)C)N1CCC(CC1)NC(C)=O N-{1-[6-chloro-2-(methanesulfonyl)pyrimidin-4-yl]piperidin-4-yl}acetamide